NC=1C=2N(C3=CC(=C(C=C3N1)F)C(=O)N(C)[C@@H]1COC3=C1C=CC(=C3F)OC(F)F)C=NC2 (S)-4-amino-N-(6-(difluoromethoxy)-7-fluoro-2,3-dihydrobenzofuran-3-yl)-7-fluoro-N-methylimidazo[1,5-a]quinoxaline-8-carboxamide